C(NC1C(CCCC1)C(CC)CC)NC1C(CCCC1)C(CC)CC methylenebis(2-(3-pentyl)cyclohexylamine)